isobutyl α-pivaloyloxyisobutyrate (2-methylpropyl α-pivaloyloxyisobutyrate) CC(CCC(C(=O)O)(C)OC(C(C)(C)C)=O)C.C(C(C)(C)C)(=O)OC(C(=O)OCC(C)C)(C)C